C1(CC1)C1=NN(C=2C=NN(C(C21)=O)CC(=O)N[C@@H](C)C2=CC=C(C=C2)OC)C (S)-2-(3-cyclopropyl-1-methyl-4-oxo-1,4-dihydro-5H-pyrazolo[3,4-d]pyridazin-5-yl)-N-(1-(4-methoxyphenyl)ethyl)acetamide